FC1=C(C=C(C(=C1)F)C)C1=CC(=C(C=C1)OC)NC1=NC=NC2=CC(=C(C=C12)OC1CCN(CC1)C(C=C)=O)OC 1-(4-((4-((2',4'-difluoro-4-methoxy-5'-methyl-[1,1'-biphenyl]-3-yl)amino)-7-methoxy-quinazolin-6-yl)oxy)piperidin-1-yl)prop-2-en-1-one